[Li]C1=C(C(=O)O)C=CC(=C1C(F)(F)F)C1CCN(CC1)C.C(C)C=1C=C(C(=CC1)C1=CC=CC=C1)C#N p-ethylbiphenyl-nitrile lithio-4-(1-methylpiperidin-4-yl)-3-(trifluoromethyl)benzoate